COC1=CC2=C(N(C(O2)=O)CCNC(\C=C\C2=COC=C2)=O)C=C1 (E)-N-(2-(6-methoxy-2-oxo-2,3-dihydro-1,3-benzoxazol-3-yl)ethyl)-3-(3-furyl)acrylamide